methyl 3-(3-methoxy-2-methyl-3-oxopropanoyl)-4-methylbenzoate COC(C(C(=O)C=1C=C(C(=O)OC)C=CC1C)C)=O